CC1(C(=O)O1)CCC alpha-methyl-2-valerolactone